FC(C1=C(C=C2CCCN(C2=C1)C=1C=C(C=C2CC(N(CC12)C)=O)C1CCN(CC1)C)C=1C=NN(C1)C)F 8-[7-(difluoromethyl)-6-(1-methylpyrazol-4-yl)-3,4-dihydro-2H-quinolin-1-yl]-2-Methyl-6-(1-methyl-4-piperidinyl)-1,4-dihydroisoquinolin-3-one